2-(7-hydroxyspiro[3.5]nonan-7-yl)ethan-1-one OC1(CCC2(CCC2)CC1)CC=O